N(=C=O)CC1CCC(CC1)CN=C=O 1,4-bis-(isocyanatomethyl)-cyclohexane